3-methoxy-2-naphthoyl chloride COC=1C(=CC2=CC=CC=C2C1)C(=O)Cl